t-Butylperoxybenzoat C(C)(C)(C)OOC(C1=CC=CC=C1)=O